FC(C=1C=C(C(=C(C#N)C1)C)OC1=C(N=CNC1=O)C(C(F)(F)F)(F)F)F 5-(difluoromethyl)-2-methyl-3-((6-oxo-4-(perfluoroethyl)-1,6-dihydropyrimidin-5-yl)oxy)benzonitrile